N-[(1R,3S)-3-(7-methylsulfinyl-[1,2,4]triazolo[4,3-a]pyrimidin-3-yl)cyclohexyl]-5-(trifluoromethyl)pyrimidin-2-amine CS(=O)C1=NC=2N(C=C1)C(=NN2)[C@@H]2C[C@@H](CCC2)NC2=NC=C(C=N2)C(F)(F)F